3-Carboxyacryloylphenylhydrazine C(=O)(O)C=CC(=O)N(N)C1=CC=CC=C1